4-{3-(cyanomethyl)-3-[4-(7H-pyrrolo[2,3-d]pyrimidin-4-yl)-1H-pyrazol-1-yl]azetidin-1-yl}-N-(2-fluoro-6-methylpyridin-3-yl)piperidine-1-carboxamide C(#N)CC1(CN(C1)C1CCN(CC1)C(=O)NC=1C(=NC(=CC1)C)F)N1N=CC(=C1)C=1C2=C(N=CN1)NC=C2